CO[Si]1(N(CCC1)CCCCCCCC[Si](OC)(CC)CC)OC 2,2-dimethoxy-N-(diethylmethoxysilyloctyl)-1-aza-2-silacyclopentane